BrC=1SC(=NN1)C 2-bromo-5-methyl-[1,3,4]thiadiazole